ClC1=CC=C(C(=N1)C(=O)O)N[C@H](C)C=1C=C(C=C2C(C=C(OC12)C1=C(C=C(C=C1)F)F)=O)C(F)(F)F 6-Chloro-3-[[(1R)-1-[2-(2,4-difluorophenyl)-4-oxo-6-(trifluoromethyl)-chromen-8-yl]ethyl]amino]pyridine-2-carboxylic acid